2-(rel-(2s,6r)-6-(6-(5-(((4-cyclobutylpyrimidin-2-yl)oxy)methyl)-1-methyl-1H-1,2,3-triazol-4-yl)-2-ethylpyridin-3-yl)tetrahydro-2H-pyran-2-yl)acetic acid C1(CCC1)C1=NC(=NC=C1)OCC1=C(N=NN1C)C1=CC=C(C(=N1)CC)[C@H]1CCC[C@H](O1)CC(=O)O |o1:26,30|